N1N=CC(=C1)C=1C2=C(C(=NC1)NCC=1C=C(C(=O)NCCC3=CC=NC=C3)C=CC1)CCO2 3-(((7-(1H-pyrazol-4-yl)-2,3-dihydrofuro[3,2-c]pyridin-4-yl)amino)methyl)-N-(2-(pyridin-4-yl)ethyl)benzamide